4-(7-(3-aminopiperidine-1-yl)-3-(2-fluoro-4-(3-methoxypyrrolidine-1-yl)phenyl)-3H-imidazo[4,5-b]pyridin-2-yl)-2-fluorobenzonitrile NC1CN(CCC1)C1=C2C(=NC=C1)N(C(=N2)C2=CC(=C(C#N)C=C2)F)C2=C(C=C(C=C2)N2CC(CC2)OC)F